NC1=NC(=NC=2N(CC(NC12)=O)CC1=CC=C(OC2=CC=C(CN(C(OC(C)(C)C)=O)C)C=C2)C=C1)OCCCC tert-butyl (4-(4-((4-amino-2-butoxy-6-oxo-6,7-dihydropteridin-8(5H)-yl)methyl)phenoxy)benzyl)(methyl)carbamate